ClC=1C=NN(C1C(NC1=NC=C(C=C1C)C=1C=NN(C1)C1=CC=C(C=C1)C)=O)C1CCN(CC1)C(=O)OC(C)(C)C tert-butyl 4-(4-chloro-5-((3-methyl-5-(1-(p-tolyl)-1H-pyrazol-4-yl)pyridin-2-yl)carbamoyl)-1H-pyrazol-1-yl)piperidine-1-carboxylate